C(C)C=1C(=CC(=C(C(=S)S)C1)O)O 5-ethyl-2,4-dihydroxybenzodithioic acid